(1S)-2,2-dimethyl-1-(4-((2-methylpentyl)oxy)phenyl)propan-1-amine CC([C@H](N)C1=CC=C(C=C1)OCC(CCC)C)(C)C